2-(3,4-dimethoxyphenyl)-9-methyl-7-(1,4-dioxa-8-azaspiro[4.5]dec-8-yl)-4H-pyrido[1,2-a]pyrimidin-4-one COC=1C=C(C=CC1OC)C=1N=C2N(C(C1)=O)C=C(C=C2C)N2CCC1(OCCO1)CC2